N-(4-([1,4'-bipiperidin]-1'-ylmethyl)phenyl)-4-(p-tolylamino)benzamide N1(CCCCC1)C1CCN(CC1)CC1=CC=C(C=C1)NC(C1=CC=C(C=C1)NC1=CC=C(C=C1)C)=O